1,1-dimethylethyl [(3R)-1-({1-methyl-2-[1-(phenylmethyl)-1H-indol-2-yl]-1H-benzimidazol-5-yl}carbonyl)-3-piperidinyl]carbamate CN1C(=NC2=C1C=CC(=C2)C(=O)N2C[C@@H](CCC2)NC(OC(C)(C)C)=O)C=2N(C1=CC=CC=C1C2)CC2=CC=CC=C2